(R)-3-methoxy-4-((2-methoxy-1-(2-methoxyphenyl)ethyl)amino)-N-(5-(5-methyl-1H-pyrazol-1-yl)-1,3,4-thiadiazol-2-yl)-2-oxo-2H-pyran-6-carboxamide COC=1C(OC(=CC1N[C@@H](COC)C1=C(C=CC=C1)OC)C(=O)NC=1SC(=NN1)N1N=CC=C1C)=O